BrC1=CC=C2C=NN(C2=C1OC([2H])([2H])[2H])C(C)C 6-Bromo-1-isopropyl-7-(methoxy-d3)-1H-indazole